COC1=CC=C(C=C1)COC1=C(C=C(C#N)C=C1C(F)(F)F)B1OC(C(O1)(C)C)(C)C 4-[(4-methoxyphenyl)methoxy]-3-(4,4,5,5-tetramethyl-1,3,2-dioxaborolan-2-yl)-5-(trifluoromethyl)benzonitrile